N-(5-(((2S,4R)-4-(benzo[d]oxazol-6-yloxy)-2-methylpyrrolidin-1-yl)methyl)thiazol-2-yl)acetamide O1C=NC2=C1C=C(C=C2)O[C@@H]2C[C@@H](N(C2)CC2=CN=C(S2)NC(C)=O)C